5-(4-carboxybutyl)-1-methoxyphenazinium nitrate [N+](=O)([O-])[O-].C(=O)(O)CCCC[N+]1=C2C=CC=C(C2=NC2=CC=CC=C12)OC